C(#N)C1(CC=C(C(C2=CC=CC=C2)O)C=C1)C#N 4,4-dicyano-benzhydrol